N-((S)-1-((4S,5S)-4-benzyl-5-phenyl-4,5-dihydro-oxazol-2-yl)-2,2-dimethylpropyl)acetamide C(C1=CC=CC=C1)[C@@H]1N=C(O[C@H]1C1=CC=CC=C1)[C@H](C(C)(C)C)NC(C)=O